6-(1-(6-bromo-1H-imidazo[4,5-b]pyrazin-1-yl)ethyl)-7-methylquinoline BrC1=CN=C2C(=N1)N(C=N2)C(C)C=2C=C1C=CC=NC1=CC2C